1-isoeicosanol C(CCCCCCCCCCCCCCCCC(C)C)O